6-[4-[3-amino-3-(trifluoromethyl)pyrrolidin-1-yl]-5,6-difluoro-8-(methylamino)-9H-pyrido[2,3-b]indol-3-yl]-1-methyl-4-oxo-1,8-naphthyridine-3-carboxylic acid NC1(CN(CC1)C1=C(C=NC=2NC3=C(C=C(C(=C3C21)F)F)NC)C=2C=C1C(C(=CN(C1=NC2)C)C(=O)O)=O)C(F)(F)F